FC1(OC2=C(O1)C=CC(=C2)N(C(=O)C=2C=C(C=CC2)N2N=C(C=C2OCC21CC(C2)(C1)C(=O)O)C(F)(F)F)C)F 3-[[2-[3-[(2,2-difluoro-1,3-benzodioxol-5-yl)-methyl-carbamoyl]phenyl]-5-(trifluoromethyl)pyrazol-3-yl]oxymethyl]bicyclo[1.1.1]pentane-1-carboxylic acid